FC=1C=C(C=CC1F)[C@H]1[C@@H](C1)NC=1C2=C(N=C(N1)SCCC)NN=N2 N-((1R,2S)-2-(3,4-difluorophenyl)cyclopropyl)-5-(propylsulfanyl)-3H-[1,2,3]triazolo[4,5-d]pyrimidin-7-amine